FC(C1=NN=C(O1)C1=CC=C2CN(C(C2=C1)=O)N(C)CC1=C(C=CC=C1)C(F)F)F 6-[5-(difluoromethyl)-1,3,4-oxadiazol-2-yl]-2-[{[2-(difluoromethyl)phenyl]methyl}(methyl)amino]-2,3-dihydro-1H-isoindol-1-one